ClC=1SC2=C(N1)C(=CC=C2)F 2-chloro-4-fluorobenzo(d)thiazole